1-(3-bromophenyl)-1,1-difluoro-2-methylpropan-2-ol BrC=1C=C(C=CC1)C(C(C)(O)C)(F)F